CC1CCN(CC1)NC(OC(C)(C)C)=O tert-butyl (4-methylpiperidinyl)carbamate